2,4,8,10-tetra-t-pentyl-6-[3-(3,5-di-t-butyl-4-hydroxyphenyl)propoxy]-12-methyl-12H-dibenzo[d,g][1,3,2]dioxaphosphocin C(C)(C)(CC)C1=CC2=C(OP(OC3=C(C2C)C=C(C=C3C(C)(C)CC)C(C)(C)CC)OCCCC3=CC(=C(C(=C3)C(C)(C)C)O)C(C)(C)C)C(=C1)C(C)(C)CC